[N+](=O)([O-])C=1C=C(C(=O)O)C=C(C1)[N+](=O)[O-].[N+](=O)([O-])C1=CC=CC(=C1)[N+](=O)[O-] (2,4-dinitrobenzene) 3,5-dinitrobenzoate